4-chloro-1-(2-(1-(cyclopropanecarbonyl)piperidin-4-yl)ethyl)-N-(3-fluoro-5-(thiophen-2-ylethynyl)pyridin-2-yl)-1H-pyrazole-5-carboxamide ClC=1C=NN(C1C(=O)NC1=NC=C(C=C1F)C#CC=1SC=CC1)CCC1CCN(CC1)C(=O)C1CC1